C(C)(C)NC1=NC(=NC(=N1)NC(C)C)S(=O)(=O)C 4,6-bis(isopropylamino)-2-methylsulfonyl-1,3,5-triazine